ethyl 2-(1-amino-4-(3-methoxy-2-methylphenyl)-3-phenyl-1H-pyrrol-2-yl)-2-oxoacetate NN1C(=C(C(=C1)C1=C(C(=CC=C1)OC)C)C1=CC=CC=C1)C(C(=O)OCC)=O